N-hydroxy-3-(2-phenylquinolin-4-yl)propanamide ONC(CCC1=CC(=NC2=CC=CC=C12)C1=CC=CC=C1)=O